IC(C(C(C(C(C(C(I)(F)F)(F)F)(F)F)(F)F)(F)F)(F)F)(F)F 1,7-diiodoperfluoroheptane